2-[4-(2-{3-[2-(methoxymethoxy)phenyl]cinnolin-7-yl}-2-azaspiro[3.3]heptane-6-yl)-1,2,3-triazol-1-yl]-3-methylbutanoic acid COCOC1=C(C=CC=C1)C=1N=NC2=CC(=CC=C2C1)N1CC2(C1)CC(C2)C=2N=NN(C2)C(C(=O)O)C(C)C